COC1=C(C=C2C=CN=C(C2=C1)OC[C@H]1NC([C@H]([C@H]1C)OC)=O)C(=O)N 7-methoxy-1-{[(2S,3S,4S)-4-methoxy-3-methyl-5-oxopyrrolidin-2-yl]methoxy}isoquinoline-6-carboxamide